3-bromo-5-fluoro-1-(p-tolylsulfonyl)-2,3-dihydropyrrolo[2,3-b]pyridin-2-ol BrC1C(N(C2=NC=C(C=C21)F)S(=O)(=O)C2=CC=C(C=C2)C)O